2-(((S)-3-(5-chloro-2-methylphenyl)-3-(4-methylpiperazin-1-yl)propyl)(methyl)amino)-2-(3-methyl-2-((1r,4R)-4-(trifluoromethoxy)cyclohexyl)phenyl)acetic acid ClC=1C=CC(=C(C1)[C@H](CCN(C(C(=O)O)C1=C(C(=CC=C1)C)C1CCC(CC1)OC(F)(F)F)C)N1CCN(CC1)C)C